FC(OC1=CC=C(C=N1)CNC=1C2=C(N=CN1)C1=C(S2)N=C(C=C1C)C)F N-[[6-(difluoromethoxy)-3-pyridyl]methyl]-7,9-dimethyl-pyrido[3',2':4,5]thieno[3,2-d]pyrimidin-4-amine